dihydro-1'H-spiro[cyclopropane-1,4'-isoquinoline]-7'-carboxylic acid ethyl ester C(C)OC(=O)C1=CC=C2C3(CNCC2=C1)CC3